tert-butyl (R)-4-(1-methylpyrrolidine-2-carboxamido)-4-(pyridin-2-ylmethyl)piperidine-1-carboxylate CN1[C@H](CCC1)C(=O)NC1(CCN(CC1)C(=O)OC(C)(C)C)CC1=NC=CC=C1